4-bromo-5-methylisothiazole BrC=1C=NSC1C